p-(2-bromoacetamido)-L-phenylalanine BrCC(=O)NC1=CC=C(C[C@H](N)C(=O)O)C=C1